N-(3-(5-(((2R,3S)-1-Acryloyl-3-methoxypyrrolidinyl)methoxy)-6-aminopyrimidin-4-yl)-5-fluoro-2-methylphenyl)-4-cyclopropyl-fluorobenzamide C(C=C)(=O)N1[C@@H]([C@H](CC1)OC)COC=1C(=NC=NC1N)C=1C(=C(C=C(C1)F)NC(C1=C(C=C(C=C1)C1CC1)F)=O)C